ClC=1C=C(C(=NC1OC)N)F 5-Chloro-3-fluoro-6-methoxypyridin-2-amine